1-(2-chloro-5-fluorophenyl)-N-(5-chloro-6-(2H-1,2,3-triazol-2-yl)pyridin-3-yl)-5-(trifluoromethyl)-1H-pyrazole-4-carboxamide ClC1=C(C=C(C=C1)F)N1N=CC(=C1C(F)(F)F)C(=O)NC=1C=NC(=C(C1)Cl)N1N=CC=N1